C(C=C)(=O)NC(CS(=O)(=O)O)(C)C 2-acryloylamino-2-methyl-1-propanesulfonic Acid